N-methoxy-1-[4-[5-(trifluoromethyl)-1,2,4-oxadiazol-3-yl]phenyl]ethylamine CONC(C)C1=CC=C(C=C1)C1=NOC(=N1)C(F)(F)F